C(C)(C)(C)C1=C(C(=CC(=C1)CC)C(C)(C)C)O 2,6-di-tert-butyl-p-ethylphenol